C1(CC1)C=1C=C(OC=2C(=CN=NC2)C2=NOC[C@H](N2)CC2=CC(=C(C=C2)C)C)C=CC1 |r| (5RS)-3-[5-(3-cyclopropylphenoxy)pyridazin-4-yl]-5-(3,4-dimethylbenzyl)-5,6-dihydro-4H-1,2,4-oxadiazine